3,6-dichloro-1-[3-[1-(4-methoxy-2-methyl-pyrimidin-5-yl)-5-methyl-4-nitro-pyrazol-3-yl]oxypropyl]pyrazolo[3,4-d]pyrimidine ClC1=NN(C2=NC(=NC=C21)Cl)CCCOC2=NN(C(=C2[N+](=O)[O-])C)C=2C(=NC(=NC2)C)OC